N-(trans-4-hydroxycyclohexyl)-4-(6-methylfuro[3,2-c]pyridin-4-yl)benzamide O[C@@H]1CC[C@H](CC1)NC(C1=CC=C(C=C1)C1=NC(=CC2=C1C=CO2)C)=O